OC1=C(C(=CC(=C1O)OC)C)C(C)=O 1-(2,3-dihydroxy-4-methoxy-6-methylphenyl)-ethanone